CC1=C(C2=C(C=CC=C2C=C1)C#C[Si](C(C)C)(C(C)C)C(C)C)O 2-methyl-8-((triisopropylsilyl)ethynyl)naphthalen-1-ol